CCC1=CC=CC=C1C 2-Ethylmethylbenzene